(S)-5-(4-(1,1-difluoro-2-methoxyethyl)-3-ethynylphenyl)-6-methyl-3,6-dihydro-2H-1,3,4-oxadiazin-2-one FC(COC)(F)C1=C(C=C(C=C1)C1=NNC(O[C@H]1C)=O)C#C